ClC=1C=CC(=NC1)[C@H]1C=CC=2C=CC=3CCN(C(C3C2O1)C)CC1=NC2=C(N1C[C@H]1OCC1)C=C(C=C2F)C(=O)O 2-(((2R)-2-(5-chloropyridin-2-yl)-10-methyl-7,10-dihydro-2H-pyrano[3,2-H]isoquinolin-9(8H)-yl)methyl)-4-fluoro-1-(((S)-oxetan-2-yl)methyl)-1H-benzo[d]imidazole-6-carboxylic acid